C12(CC1)C(NC1=CN=CC=C12)=O spiro[1H-pyrrolo[2,3-c]pyridine-3,1'-cyclopropane]-2-one